CN(C(CCC(O)C1=C(C=C(C#N)C=C1)CO)C1=CC=C(C=C1)F)C 4-[4-(dimethylamino)-(4-fluorophenyl)-1-hydroxybutyl]-3-hydroxymethylbenzonitrile